8-bromo-4-(tetrahydro-2H-pyran-4-yl)quinoline-3-carboxylic acid BrC=1C=CC=C2C(=C(C=NC12)C(=O)O)C1CCOCC1